F[C@H]1CN(CC[C@H]1NC1=C2C=C(N(C2=CC=C1)CC(F)(F)F)C1=NOC(=N1)CNC(C1=CC=C(C=C1)N1CCOCC1)=O)C N-{[3-(4-{[(3S,4R)-3-fluoro-1-methylpiperidin-4-yl]amino}-1-(2,2,2-trifluoroethyl)-1H-indol-2-yl)-1,2,4-oxadiazol-5-yl]methyl}-4-(morpholin-4-yl)benzamide